C(C)(C)(C)N(N(CC1=C(C=C(C=C1)F)C)C(=O)C1=C(N=C(S1)NC(=O)OC(C)(C)C)Cl)C tert-butyl-2-{2-[(tert-butoxycarbonyl)amino]-4-chlorothiazole-5-carbonyl}-2-(4-fluoro-2-methylbenzyl)-1-methylhydrazine